6-chloro-N-cyclopentyl-3-(trifluoromethyl)-1-((2-(trimethylsilyl)ethoxy)methyl)-1H-pyrrolo[2,3-b]pyridin-4-amine ClC=1C=C(C2=C(N1)N(C=C2C(F)(F)F)COCC[Si](C)(C)C)NC2CCCC2